tetrahydrofuran-3-yl-valine O1CC(CC1)N[C@@H](C(C)C)C(=O)O